ClC=1C(=NC2=CC=C(C=C2C1)C=1C=C(C=C(C1)C)CN)N1CCNCC1 [3-(3-chloro-2-piperazin-1-yl-6-quinolyl)-5-methyl-phenyl]methanamine